C(#N)C=1C=CC=2C(N1)=NN(C2)CC2=C1C=CN(C1=C(C(=C2OC)F)C)C(=O)OC(C)(C)C tert-butyl 4-((6-cyano-2H-pyrazolo[3,4-b]pyridin-2-yl)methyl)-6-fluoro-5-methoxy-7-methyl-1H-indole-1-carboxylate